ClC1=NC=C(C(=C1)C1=CC(=C(C=C1)OC)F)OC 2-chloro-4-(3-fluoro-4-methoxyphenyl)-5-methoxypyridine